C1(=C(C(=CC=C1)S(=O)(=O)O)S(=O)(=O)O)S(=O)(=O)O benzentrisulfonic acid